iron(III) terephthalate C(C1=CC=C(C(=O)[O-])C=C1)(=O)[O-].[Fe+3].C(C1=CC=C(C(=O)[O-])C=C1)(=O)[O-].C(C1=CC=C(C(=O)[O-])C=C1)(=O)[O-].[Fe+3]